4-(4-((4-(cyclopentylamino)-7H-pyrrolo[2,3-d]pyrimidin-2-yl)amino)-3-methoxyphenyl)-1-(tetrahydro-2H-pyran-4-yl)-1,4-azaphosphinane 4-oxide C1(CCCC1)NC=1C2=C(N=C(N1)NC1=C(C=C(C=C1)P1(CCN(CC1)C1CCOCC1)=O)OC)NC=C2